cycloundecane-1,5-dione C1(CCCC(CCCCCC1)=O)=O